potassium oxide, potassium salt [K+].[O-2].[K+]